L-5-chlorothiophene ClC1=CC=CS1